3-(pentan-2-yl)-1H-inden CC(CCC)C1=CCC2=CC=CC=C12